(4-(4-(2,6-difluorobenzyl)-5-oxo-4,5-dihydro-1H-1,2,4-triazol-1-yl)-2-fluorophenoxy)thiazole-5-carbaldehyde FC1=C(CN2C=NN(C2=O)C2=CC(=C(OC=3SC(=CN3)C=O)C=C2)F)C(=CC=C1)F